Cl.N1N=CC(=C1)C=1C=C(C=CC1)N1C(C2(CC1)CCNCC2)=O 2-(3-(1H-pyrazol-4-yl)phenyl)-2,8-diazaspiro[4.5]Decan-1-one HCl